C1(=CC=CC=C1)NC(NC=1C=C(C=CC1)OS(=O)(=O)C1=CC=C(C=C1)NS(=O)(=O)C1=CC=CC=C1)=O.NC=1N=C2N(C=C(C=C2)C2=C(C=CC=C2C)F)C1C(=O)[C@@H]1[C@H](C1)F (2-amino-6-(2-fluoro-6-methylphenyl)imidazo[1,2-a]pyridin-3-yl)((1r,2s)-2-fluorocyclopropyl)methanone 3-(3-phenylureido)phenyl-4-phenylsulfonylaminobenzenesulfonate